tris(1,2,2,6,6-pentamethylpiperidyl) phosphite P(OC1C(N(C(CC1)(C)C)C)(C)C)(OC1C(N(C(CC1)(C)C)C)(C)C)OC1C(N(C(CC1)(C)C)C)(C)C